N1C(CCC1)CCNC(=O)OCC1=NC(=C(N=C1N1CCC2(C[C@H](C[C@H]2N)OC2CC2)CC1)C)SC1=C(C(=NC=C1)N)Cl (6-((2-amino-3-chloropyridin-4-yl)thio)-3-((1R,3R)-1-amino-3-cyclopropoxy-8-azaspiro[4.5]decan-8-yl)-5-methylpyrazin-2-yl)methanol (pyrrolidin-2-yl)ethylcarbamate